C1(CC1)OC1=C(C=CC(=C1)CN(C)C)NC=O N-(2-cyclopropoxy-4-((dimethylamino)methyl)phenyl)carboxamide